1-phenyl-2-(triphenyl-lambda5-phosphino)ethan-1-one tert-butyl-3-(3-(3-(1-(o-tolyl)cyclopropyl)-1,2,4-oxadiazol-5-yl)-5-(trifluoromethyl)-1H-pyrazol-1-yl)propanoate C(C)(C)(C)OC(CCN1N=C(C=C1C(F)(F)F)C1=NC(=NO1)C1(CC1)C1=C(C=CC=C1)C)=O.C1(=CC=CC=C1)C(CP(C1=CC=CC=C1)(C1=CC=CC=C1)C1=CC=CC=C1)=O